N-(2-fluorophenyl)-1-methyl-9-(1,2,3,6-tetrahydropyridin-4-yl)-6,7-dihydro-5H-benzo[c][1,2,3]triazolo[1,5-a]azepin-7-amine hydrochloride Cl.FC1=C(C=CC=C1)NC1C2=C(C=3N(CC1)N=NC3C)C=CC(=C2)C=2CCNCC2